FCCOCCN1N=CC2=CC(=CC=C12)/C=C/C=1SC2=C(N1)C=CC(=C2)O (E)-2-(2-(1-(2-(2-Fluoroethoxy)ethyl)-1H-indazol-5-yl)vinyl)benzo[d]thiazol-6-ol